N-(5-fluoro-1-(3-methoxypropyl)-1H-indol-3-yl)-6-phenyl-3,4-dihydroisoquinoline-2(1H)-carboxamide FC=1C=C2C(=CN(C2=CC1)CCCOC)NC(=O)N1CC2=CC=C(C=C2CC1)C1=CC=CC=C1